C(C)C1=C(CN2CC(CC2)C(=O)O)C=CC(=C1)C(C)=NOCC1=CC(=C(C=C1)N1CCCCC1)C 1-(2-ethyl-4-(1-(((3-methyl-4-(piperidin-1-yl)benzyl)oxy)imino)ethyl)benzyl)pyrrolidine-3-carboxylic acid